2,3,3-trichloroacrylic acid ClC(C(=O)O)=C(Cl)Cl